4-((3-chloro-1,4-dioxo-1,4-dihydronaphthalen-2-ylamino)methyl)-N-(7-methyl-7H-pyrrolo[2,3-d]pyrimidin-4-yl)benzamide ClC1=C(C(C2=CC=CC=C2C1=O)=O)NCC1=CC=C(C(=O)NC=2C3=C(N=CN2)N(C=C3)C)C=C1